n-triacontyl hexadecanoate C(CCCCCCCCCCCCCCC)(=O)OCCCCCCCCCCCCCCCCCCCCCCCCCCCCCC